FC1=NC(C(C2=CC=CC=C12)F)(C)C 1,4-difluoro-3,3-dimethyl-3,4-dihydroisoquinoline